potassium 2-[(4S)-8-fluoro-2-[4-(3-methoxyphenyl)-piperazin-1-yl]-3-[2-methoxy-5-(trifluoromethyl)phenyl]-4H-quinazolin-4-yl]acetate FC=1C=CC=C2[C@@H](N(C(=NC12)N1CCN(CC1)C1=CC(=CC=C1)OC)C1=C(C=CC(=C1)C(F)(F)F)OC)CC(=O)[O-].[K+]